4-(4-(cyclopropylamino)-8-fluoro-2-(((2R,7aS)-2-fluorotetrahydro-1H-pyrrolizin-7a(5H)-yl)methoxy)-5-methoxypyrido[4,3-d]pyrimidin-7-yl)-5-ethynyl-6-fluoronaphthalen-2-ol C1(CC1)NC=1C2=C(N=C(N1)OC[C@]13CCCN3C[C@@H](C1)F)C(=C(N=C2OC)C2=CC(=CC1=CC=C(C(=C21)C#C)F)O)F